NC1=NC2=CC(=CC=C2C=C1)CN(C(=O)C=1C=NC=CC1)C1=C2[C@@H](CCC2=CC=C1)O |r| rac-N-[(2-aminoquinolin-7-yl)methyl]-N-[3-hydroxy-2,3-dihydro-1H-inden-4-yl]pyridine-3-carboxamide